(6-((5-chloro-2-((4-(2-(dimethylamino)-7-azaspiro[3.5]nonan-7-yl)-2-methoxyphenyl)amino)pyrimidin-4-yl)amino)-2,3-dimethylphenyl)dimethylphosphine oxide ClC=1C(=NC(=NC1)NC1=C(C=C(C=C1)N1CCC2(CC(C2)N(C)C)CC1)OC)NC1=CC=C(C(=C1P(C)(C)=O)C)C